6-{(3S,4S)-4-methyl-1-[2-(trifluoromethyl)benzyl]pyrrolidin-3-yl}-1-(tetrahydro-2H-pyran-4-yl)-1,5-dihydro-4H-pyrazolo[3,4-d]pyrimidin-4-one C[C@H]1[C@@H](CN(C1)CC1=C(C=CC=C1)C(F)(F)F)C=1NC(C2=C(N1)N(N=C2)C2CCOCC2)=O